COC=1C=C(C=CC1OCC1=CC(=CC=C1)C(F)(F)F)C1C=2C(NC(C1)=O)=NNC2C 4-(3-Methoxy-4-{[3-(trifluoromethyl)phenyl]methoxy}phenyl)-3-methyl-2H,4H,5H,6H,7H-pyrazolo[3,4-b]pyridin-6-one